CN1C(C2(CC1)CCC(CC2)C=2C(=NN1C2COCC1)CN(CCNC)C)=O 2-Methyl-8-(2-((methyl(2-(methylamino)ethyl)amino)methyl)-6,7-dihydro-4H-pyrazolo[5,1-c][1,4]oxazin-3-yl)-2-azaspiro[4.5]decan-1-one